ClC=1C=C(C=CC1C)C=1NC(C=2N(C1)N=C(C2C2C(C2)(F)F)C(=O)OCC)=O ethyl 6-(3-chloro-4-methylphenyl)-3-(2,2-difluorocyclopropyl)-4-oxo-4,5-dihydropyrazolo[1,5-a]pyrazine-2-carboxylate